C1(=CC=CC=C1)CCCSCCNC(CCNC([C@@H](C(COP(OP(OC[C@@H]1[C@H]([C@H]([C@@H](O1)N1C=NC=2C(N)=NC=NC12)O)OP(=O)(O)O)(=O)O)(=O)O)(C)C)O)=O)=O phenylpropyl-coenzyme A